methyl 2-((4-(2-(4-chloro-2-fluorophenyl)-2H-chromen-8-yl-2-d)piperidin-1-yl)methyl)-3-(((S)-oxetan-2-yl)methyl)-3H-imidazo[4,5-b]pyridine-5-carboxylate ClC1=CC(=C(C=C1)C1(OC2=C(C=CC=C2C=C1)C1CCN(CC1)CC1=NC=2C(=NC(=CC2)C(=O)OC)N1C[C@H]1OCC1)[2H])F